(S)-N-(4-(N-acetylsulfamoyl)phenyl)-2-amino-2-phenylacetamide C(C)(=O)NS(=O)(=O)C1=CC=C(C=C1)NC([C@H](C1=CC=CC=C1)N)=O